FC1=CC=C(C=C1)C1=CC=C(C=C1)CN1C(=NC=2N(C(N(C(C12)=O)C)=O)C)NCCO 7-((4'-fluoro-[1,1'-biphenyl]-4-yl)methyl)-8-((2-hydroxyethyl)amino)-1,3-dimethyl-3,7-dihydro-1H-purine-2,6-dione